3-(4-fluorophenyl)-1-phenyl-1H-benzo[g]indazole-4,5-dione FC1=CC=C(C=C1)C1=NN(C=2C3=C(C(C(C12)=O)=O)C=CC=C3)C3=CC=CC=C3